NC1=NC=CC(=C1)C=1OC=C(N1)C(=O)NC=1C(=CC2=C(CC(O2)(C)C)C1)C=1C=NC=NC1 2-(2-Aminopyridin-4-yl)-N-(2,2-dimethyl-6-(pyrimidin-5-yl)-2,3-dihydrobenzofuran-5-yl)oxazole-4-carboxylic acid amide